methylenebenzoyl-caprolactam chloride [Cl-].C=C1C(C(=O)NCCC1)C(C1=CC=CC=C1)=O